ClC=1N=C2C(=C(C(N(C2=CC1)C)=O)C#N)N1CCN(CC1)CC1=C2C=CN(C2=CC=C1)CC 6-chloro-4-(4-((1-ethyl-1H-indol-4-yl)methyl)piperazin-1-yl)-1-methyl-2-oxo-1,2-dihydro-1,5-naphthyridine-3-carbonitrile